FC1(C2(CCN(CC2)C(=O)OC(C)(C)C)CCN(C1)CC1=NC=C(C=C1)B1OC(C(O1)(C)C)(C)C)F tert-butyl 7,7-difluoro-9-{[5-(4,4,5,5-tetramethyl-1,3,2-dioxaborolan-2-yl)pyridin-2-yl]methyl}-3,9-diazaspiro[5.5]undecane-3-carboxylate